C(C)(C)(C)OC(NCCCC(C)NC1=C(C=C(C=C1)C(N)=O)[N+](=O)[O-])=O tert-butyl(4-((4-carbamoyl-2-nitrophenyl)amino)pentyl)carbamate